N-[(3R,4S)-4-hydroxy-1,1-dioxo-1lambda6-thiolan-3-yl]-2-(1-methyl-1H-pyrazol-4-yl)-6-[4-(trifluoromethoxy)phenyl]pyrimidine-4-carboxamide O[C@H]1[C@H](CS(C1)(=O)=O)NC(=O)C1=NC(=NC(=C1)C1=CC=C(C=C1)OC(F)(F)F)C=1C=NN(C1)C